1-(3,5-difluoro-4-pyridinyl)-7-methoxy-3-methyl-8-[3-methyl-1-(trideuteromethyl)pyrazol-4-yl]imidazo[4,5-c]quinolin-2-one FC=1C=NC=C(C1N1C(N(C=2C=NC=3C=C(C(=CC3C21)C=2C(=NN(C2)C([2H])([2H])[2H])C)OC)C)=O)F